[Na].[Na].S1C(NNC1=S)=S 1,3,4-Thiadiazolidine-2,5-dithione, disodium salt